N1CC2(C=3C1=NC=CC3)CC3=C(NC(=C3)C(=O)N)C2 1',2',4,6-tetrahydro-1H-spiro[cyclopenta[b]pyrrole-5,3'-pyrrolo[2,3-b]pyridine]-2-carboxamide